N-Cyclohexyl-4-(imidazol-4-yl)-1-piperidinecarbothioamide C1(CCCCC1)NC(=S)N1CCC(CC1)C=1N=CNC1